FC(C)(F)C1=CC(=C2CN(C(N(C2=C1)C)=O)C)C=1C=CC=C2C=C(N=CC12)C=1C=CC(=NC1)C(=O)NCC#CC1=CC(=CC=C1)NC1C(NC(CC1)=O)=O 5-(8-(7-(1,1-Difluoroethyl)-1,3-dimethyl-2-oxo-1,2,3,4-tetrahydroquinazolin-5-yl)isoquinolin-3-yl)-N-(3-(3-((2,6-dioxopiperidin-3-yl)amino)phenyl)prop-2-yn-1-yl)picolinamide